3-[5-(4-{[3-(3-bromophenyl)-2-oxo-1,3-diazinan-1-yl]methyl}piperidin-1-yl)-1-oxo-3H-isoindol-2-yl]piperidine-2,6-dione BrC=1C=C(C=CC1)N1C(N(CCC1)CC1CCN(CC1)C=1C=C2CN(C(C2=CC1)=O)C1C(NC(CC1)=O)=O)=O